(Z)-1-(3-((4,4-bis(octyloxy)butanoyl)oxy)-2-((((3-(diethylamino)propoxy)carbonyl)oxy)methyl)propyl) 7-(non-2-en-1-yl) heptanedioate C(CCCCCC(=O)OCC=CCCCCCC)(=O)OCC(COC(CCC(OCCCCCCCC)OCCCCCCCC)=O)COC(=O)OCCCN(CC)CC